C(C)(C)(C)[Si](OCCOCCOCCOCCOCCO)(C1=CC=CC=C1)C1=CC=CC=C1 2-[2-[2-[2-[2-[tert-butyl-(diphenyl)silyl]oxyethoxy]ethoxy]ethoxy]ethoxy]ethanol